C(C)(C)(CC)N1[SiH](N([SiH2]1)C(C)(C)CC)C 1,3-bis(tert-amyl)-2-methylcyclodisilazane